(2R)-3-methoxy-2-(3-methoxyphenyl)-N-[5-[[(3R)-1-pyridazin-3-ylpyrrolidin-3-yl]amino]-1,3,4-thiadiazol-2-yl]propanamide COC[C@H](C(=O)NC=1SC(=NN1)N[C@H]1CN(CC1)C=1N=NC=CC1)C1=CC(=CC=C1)OC